NC1=CC(=NC=C1F)C(=O)OCC ethyl 4-amino-5-fluoropyridinecarboxylate